2-(2-(trifluoromethyl)pyrimidin-5-yl)-2,6-diazaspiro[3.4]octane FC(C1=NC=C(C=N1)N1CC2(C1)CNCC2)(F)F